1-(4-Fluorobenzenesulfonyl)azetidine-3-carboxylic acid FC1=CC=C(C=C1)S(=O)(=O)N1CC(C1)C(=O)O